FC1=C(C=CC=C1C)C=1C=C2C(=NC1)N(C(N2CC=2C=NC=C(C2)F)=O)C 6-(2-fluoro-3-methyl-phenyl)-1-[(5-fluoro-3-pyridinyl)methyl]-3-methyl-imidazo[4,5-b]pyridin-2-one